(R)-1-amino-3-chloro-12-oxo-6a,7,9,10-tetrahydro-12H-pyrazino[2,1-c]Pyrido[3,4-f][1,4]Oxazepine-8(6H)-carboxylic acid tert-butyl ester C(C)(C)(C)OC(=O)N1C[C@@H]2COC3=C(C(N2CC1)=O)C(=NC(=C3)Cl)N